3,3-bis-(4-methoxyphenyl)-6-methoxy-7-morpholino-11-morpholinocarbonyl-13,13-di-n-propyl-3H,13H-indeno[2',3':3,4]naphtho[1,2-b]pyran COC1=CC=C(C=C1)C1(C=CC2=C(O1)C=1C=C(C(=CC1C1=C2C(C2=CC(=CC=C21)C(=O)N2CCOCC2)(CCC)CCC)N2CCOCC2)OC)C2=CC=C(C=C2)OC